FC1=C(C(=CC=2SC(=CC21)C(C[C@@H](C(=O)OCC)C)=O)OC)OCCCOC=2C(=C1CN(CC1=CC2OC)C(C[C@@H](C(=O)OC)C)=O)F ethyl (S)-4-(4-fluoro-5-(3-((4-fluoro-6-methoxy-2-((S)-4-methoxy-3-methyl-4-oxobutanoyl) isoindolin-5-yl) oxy) propoxy)-6-methoxybenzo[b]thiophen-2-yl)-2-methyl-4-oxobutanoate